ClC1=C(C=CC=C1)[C@@]1(C(CCCC1)=O)N(C(C1=CN=CC=C1)=O)C (S)-N-(1-(2-chlorophenyl)-2-oxocyclohexyl)-N-methylnicotinamide